N-(tert-butyl)-3-((2-chloro-5-methylpyrimidin-4-yl)amino)benzenesulfonamide C(C)(C)(C)NS(=O)(=O)C1=CC(=CC=C1)NC1=NC(=NC=C1C)Cl